C(C)N1C(C=C(C(=C1)C)O)=O 1-ethyl-4-hydroxy-5-methylpyridin-2(1H)-one